C(C)(=O)OCC1=CC=C2C=CC(=NC2=C1)NC(=O)OC(C)(C)C (2-{[(tert-butoxy)carbonyl]amino}quinolin-7-yl)methyl acetate